ClC=1C=C(C=CC1)[C@H](C=1N=CSC1C)O 4-[(R)-(3-chlorophenyl)(hydroxy)methyl]-5-methyl-1,3-thiazol